ClC=1C=C(C=CC1)[C@@H](C)NC(=O)C1=NN(C(C=C1)=O)C1CCN(CC1)S(=O)(=O)C (R)-N-(1-(3-chlorophenyl)ethyl)-1-(1-(methylsulfonyl)piperidin-4-yl)-6-oxo-1,6-dihydropyridazine-3-carboxamide